Tetra-hydro-2H-pyran O1CCCCC1